2-(4-Chlorophenyl)-9-phenylphenanthrene ClC1=CC=C(C=C1)C1=CC=2C=C(C3=CC=CC=C3C2C=C1)C1=CC=CC=C1